NC1=C(C=CC(=N1)N1[C@H]2CN(C[C@@H]1CC2)C(=O)OC(C)(C)C)[N+](=O)[O-] tert-butyl (1R,5S)-8-(6-amino-5-nitropyridin-2-yl)-3,8-diazabicyclo[3.2.1]octane-3-carboxylate